1,3,8-triaza-7,7,9,9-tetramethyl-2,4-dioxo-3-n-octyl-spiro[4.5]decane bis(2,2,6,6-tetramethyl-4-piperidyl)sebacate CC1(NC(CC(C1)OC(CCCCCCCCC(=O)OC1CC(NC(C1)(C)C)(C)C)=O)(C)C)C.CC1(CC2(C(N(C(N2)=O)CCCCCCCC)=O)CC(N1)(C)C)C